1-ethyl-1H-[1,6]naphthyridin-2-one C(C)N1C(C=CC2=CN=CC=C12)=O